C(CCC)C1=C(C=CC(=C1)C)O cis-butyl-4-methylphenol